ClC=1C=C2C(=NC(=NC2=C(C1C1=CC(=CC2=CC=CC=C12)O)F)OCC12C(N(CCC1)C)CCC2)N2CC1CCC(C2)N1 4-(6-chloro-4-{3,8-diazabicyclo[3.2.1]oct-3-yl}-8-fluoro-2-({1-methyl-octahydro-1H-cyclopenta[b]pyridin-4a-yl}methoxy)quinazolin-7-yl)naphthalene-2-ol